1-(6-(4-((4-(1H-pyrazol-4-yl)phenyl)amino)pyrimidin-2-yl)-1H-indole-2-carbonyl)pyrrolidine-3-carbonitrile N1N=CC(=C1)C1=CC=C(C=C1)NC1=NC(=NC=C1)C1=CC=C2C=C(NC2=C1)C(=O)N1CC(CC1)C#N